C1=CC=C2C(=C1)C=CC(=C2C(=O)O)C(=O)O Naphthalenedicarboxylic acid